cyclooctadiene rhodium dichloride [Rh](Cl)Cl.C1=CC=CCCCC1